Cl.NC/C(/COC=1C=C2CCN(C(C2=CC1)=O)CC(=O)NCC(F)(F)F)=C\F 2-[6-[(E)-2-(aminomethyl)-3-fluoro-allyloxy]-1-oxo-3,4-dihydroisoquinolin-2-yl]-N-(2,2,2-trifluoroethyl)acetamide hydrochloride